5-(benzofuran-2-yl)-2-fluoronicotinaldehyde O1C(=CC2=C1C=CC=C2)C=2C=NC(=C(C=O)C2)F